3-adamant-1-yl-N-[2-(4-hydroxyphenyl)-ethyl]-4-methoxy-benzoic acid amide C12(CC3CC(CC(C1)C3)C2)C=2C=C(C(=O)NCCC3=CC=C(C=C3)O)C=CC2OC